C(#N)C1=NC(=NC(=C1)C)N1CCN(CC1)S(=O)(=O)C1=CC=C(C=C1)NC(=O)C1=NN(C=C1)CC(=O)OCC ethyl 2-(3-((4-((4-(4-cyano-6-methylpyrimidin-2-yl)piperazin-1-yl)sulfonyl)phenyl)carbamoyl)-1H-pyrazol-1-yl)acetate